COC=1C=C(C=CC1NCC#CC=1N(C2=CC=CC(=C2C1)NC1CCC(CC1)N1CCC2(CCOCC2)CC1)CC(F)(F)F)S(=O)(=O)N 3-methoxy-4-{[3-(4-{[(1S,4S)-4-{3-oxa-9-azaspiro[5.5]undecan-9-yl}cyclohexyl]amino}-1-(2,2,2-trifluoroethyl)-1H-indol-2-yl)prop-2-yn-1-yl]amino}benzene-1-sulfonamide